C(C)(C)(C)OC(=O)N1CCC(CC1)C1=CC=C2C(=NN(C2=C1)C)N1C(NC(CC1)=O)=O.CC(C)(C#CC(C)(OOC(C)(C)C)C)OOC(C)(C)C 2,5-Dimethyl-2,5-di(tert-butylperoxy)hexyne tert-butyl-4-[3-(2,4-dioxohexahydropyrimidin-1-yl)-1-methyl-indazol-6-yl]piperidine-1-carboxylate